2-((4-fluorobenzyl)thio)-1H-imidazole FC1=CC=C(CSC=2NC=CN2)C=C1